2-(4'-((5-cyclopropyl-3-(2,6-dichlorophenyl)isoxazol-4-yl)methoxy)-3'-fluoro-[1,1'-biphenyl]-4-yl)acetic acid C1(CC1)C1=C(C(=NO1)C1=C(C=CC=C1Cl)Cl)COC1=C(C=C(C=C1)C1=CC=C(C=C1)CC(=O)O)F